[C@@]12(C(=O)CC(CC1)C2(C)C)CS(=O)(=O)[O-] R-(-)-10-camphorsulfonate